4-[(3-chloro-2-fluorophenyl)amino]-7-methoxyquinazolin-6-yl (-)-2,4-dimethylpiperazine-1-carboxylate CC1N(CCN(C1)C)C(=O)OC=1C=C2C(=NC=NC2=CC1OC)NC1=C(C(=CC=C1)Cl)F